1-[4-(5-Hydroxypyridin-2-yl)-piperazin-1-yl]-2-(1H-indol-3-yl)-ethanone OC=1C=CC(=NC1)N1CCN(CC1)C(CC1=CNC2=CC=CC=C12)=O